4-((2R,4R)-1-((5-methoxy-7-methyl-1H-indol-4-yl)methyl)-4-((tetrahydro-2H-pyran-2-yl)methoxy)piperidin-2-yl)benzoic acid COC=1C(=C2C=CNC2=C(C1)C)CN1[C@H](C[C@@H](CC1)OCC1OCCCC1)C1=CC=C(C(=O)O)C=C1